BrC=1C=NC(=C(C(=O)NC2CCC2)C1)Cl 5-bromo-2-chloro-N-cyclobutyl-nicotinamide